1-(5-chloro-3-methylpyridin-2-yl)-4-(3,4-difluorobenzyl)-3-(oxetan-3-yl)piperazine-2,5-dione ClC=1C=C(C(=NC1)N1C(C(N(C(C1)=O)CC1=CC(=C(C=C1)F)F)C1COC1)=O)C